N-((6-((1R,4R)-2,5-Diazabicyclo[2.2.1]heptan-2-yl)pyridin-2-yl)methyl)-5-(tetrahydro-2H-pyran-4-yl)-7H-pyrrolo[2,3-d]pyrimidin-4-amine [C@H]12N(C[C@H](NC1)C2)C2=CC=CC(=N2)CNC=2C1=C(N=CN2)NC=C1C1CCOCC1